1-(4-amino-7-bromopyrrolo[2,1-f][1,2,4]triazin-5-yl)piperidin NC1=NC=NN2C1=C(C=C2Br)N2CCCCC2